BrC1=NC(=CC(=C1)[C@@H]1N[C@@H](CNC1)C)Cl (2S,6R)-2-(2-bromo-6-chloropyridin-4-yl)-6-methylpiperazine